N-[(R)-1-methyl-4-azepanyl]-6-[3-(4-mesyl-2-anisidino)-1-propynyl]-1-(2,2,2-trifluoroethyl)-1H-1,3-benzimidazole-4-carboxamide CN1CC[C@@H](CCC1)NC(=O)C1=CC(=CC=2N(C=NC21)CC(F)(F)F)C#CCNC=2C(OC)=CC=C(C2)S(=O)(=O)C